COC(C(C)(C)OC)=O 2-methoxy-2-methyl-propionic acid methyl ester